C(C)(C)(C)OC(=O)N1CC2(C=C(OC2)C2C=CC(=CC2)C(F)(F)F)CC1 3-(4-(Trifluoromethyl)cyclohex-2,4-dien-1-yl)-2-oxa-7-azaspiro[4.4]non-3-ene-7-carboxylic acid tert-butyl ester